BrC1=NC(=CC=C1)OCC1=C(C=C(C=C1)N1N=NC=C1)Cl 2-bromo-6-[[2-chloro-4-(triazol-1-yl)phenyl]methoxy]pyridine